CC1CC12C(NC=1C=NC=3C=CC(=CC3C12)C=1C=C(C(=NC1)OCCCN1CCCC1)NS(=O)(=O)C1CC1)=O N-(5-(3-Methyl-2'-oxo-2',3'-dihydrospiro[cyclopropane-1,1'-pyrrolo[2,3-c]quinolin]-8'-yl)-2-(3-(pyrrolidin-1-yl)propoxy)pyridin-3-yl)cyclopropanesulfonamide